N-[rac-(2R,3S)-2-Phenyl-1-(1-pyridin-4-yl-1H-indazol-5-yl)-pyrrolidin-3-yl]-cyclopropanecarboxylic acid amide C1(=CC=CC=C1)[C@H]1N(CC[C@@H]1NC(=O)C1CC1)C=1C=C2C=NN(C2=CC1)C1=CC=NC=C1 |r|